Methyl (S)-4-((R)-4-((3S,5S,8R,9S,10S,13R,14S,17R)-3-hydroxy-10,13-dimethylhexadecahydro-1H-cyclopenta[a]phenanthren-17-yl)pentanoyl)-3-methylpiperazine-1-carboxylate O[C@H]1CC[C@@]2([C@H]3CC[C@@]4([C@H](CC[C@H]4[C@@H]3CC[C@H]2C1)[C@@H](CCC(=O)N1[C@H](CN(CC1)C(=O)OC)C)C)C)C